4-(pyridin-3-yl)-1,2,5-thiadiazole N1=CC(=CC=C1)C=1C=NSN1